1-methyldimethoxysilylethyldimethylsilyl-2-bis(trimethoxysilylpropylamino)methylsilylethyldimethylsilylbenzene C[Si](C(C)C1=C(C(=C(C=C1)[SiH](C)C)CC[SiH2]C(NCCC[Si](OC)(OC)OC)NCCC[Si](OC)(OC)OC)[SiH](C)C)(OC)OC